(R)-4'-(4-aminopiperidine-1-yl)-N-((5-fluoro-2-hydroxyphenyl)(1H-indole-2-yl)methyl)-5-isopropyl-[1,1'-biphenyl]-3-carboxamide NC1CCN(CC1)C1=CC=C(C=C1)C1=CC(=CC(=C1)C(C)C)C(=O)N[C@@H](C=1NC2=CC=CC=C2C1)C1=C(C=CC(=C1)F)O